CN(C1=NC=CC=C1)C1=NC=C(N=C1)N(C)C1=NC=CC=C1 2,5-bis(N-methyl-N'-(2-pyridyl)amino)pyrazine